C(C)(C)(C)C1=C(C)C=C(C(=C1)O)C(C)(C)C 2,5-di-tert-butyl-4-hydroxytoluene